tritylcysteine C(C1=CC=CC=C1)(C1=CC=CC=C1)(C1=CC=CC=C1)N[C@@H](CS)C(=O)O